N-(2-(cyclopentyl(3-hydroxypropyl)amino)ethyl)-6-methyl-5-((1-methyl-6-((1-methyl-1H-pyrazol-4-yl)amino)-1H-pyrazolo[3,4-d]pyrimidin-3-yl)amino)nicotinamide C1(CCCC1)N(CCNC(C1=CN=C(C(=C1)NC1=NN(C2=NC(=NC=C21)NC=2C=NN(C2)C)C)C)=O)CCCO